5-(5-nitro-2H-1,2,3-triazol-4-yl)-4H-1,2,4-triazole-3,4-diamine hydrazinium salt [NH3+]N.[N+](=O)([O-])C=1C(=NNN1)C=1N(C(=NN1)N)N